N-(6-(2-chloro-5-fluorophenyl)-2-methyl-8-oxo-2,6,7,8-tetrahydropyrrolo[3,4-e]indazol-5-yl)-3-fluoro-5-(trifluoromethyl)benzamide ClC1=C(C=C(C=C1)F)C1NC(C=2C3=CN(N=C3C=C(C21)NC(C2=CC(=CC(=C2)C(F)(F)F)F)=O)C)=O